ethyl-N-[2-(4-methoxyphenoxy)ethyl]-6-methyl-4-[(1-methylcyclopropyl)amino]furo[2,3-d]pyrimidine-5-carboxamide C(C)C=1N=C(C2=C(N1)OC(=C2C(=O)NCCOC2=CC=C(C=C2)OC)C)NC2(CC2)C